FC(C1=CN=C2N1N=C(C=C2)C2=CNC=1N=C(N=CC12)NCC1(CC1)C)F 5-(3-(difluoromethyl)imidazo[1,2-b]pyridazin-6-yl)-N-((1-methylcyclopropyl)methyl)-7H-pyrrolo[2,3-d]pyrimidin-2-amine